(1S,5R)-3-(8-cyanoquinolin-5-yl)-N-((E)-(dimethylamino)methylene)-5-(trifluoromethyl)-3-azabicyclo[3.1.0]hexane-1-carboxamide C(#N)C=1C=CC(=C2C=CC=NC12)N1C[C@@]2(C[C@@]2(C1)C(F)(F)F)C(=O)/N=C/N(C)C